ClC1=C(C=C(C=C1)N(C1=NOC(C1)(C(F)(F)F)C1=CC(=C(C(=C1)Cl)F)Cl)COC)N1N=CC(=C1)C(F)(F)F N-[4-chloro-3-[4-(trifluoromethyl)pyrazol-1-yl]phenyl]-5-(3,5-dichloro-4-fluoro-phenyl)-N-(methoxymethyl)-5-(trifluoromethyl)-4H-isoxazol-3-amine